[Cl-].C(C=C)(=O)NCCC[N+](C)(C)C [3-(acrylamido)propyl]trimethylammonium chloride